F[C@](C)(O)C1=CC=C(C=C1)Cl (S)-alpha-fluoro-4-chlorophenyl-ethanol